N1=CC=CC2=CC(=CC=C12)/C=C/C(=O)OC Methyl (E)-3-(quinolin-6-yl)acrylate